N[C@H]1C[C@@H](CC1)NC(=O)C=1SC=2N=CC=C3N(C(NC1C23)=O)C2=CC=C(C=C2)OC2=CC=CC=C2 |r| trans-N-((1rs,3rs)-3-aminocyclopentyl)-4-oxo-5-(4-phenoxyphenyl)-4,5-dihydro-3H-1-thia-3,5,8-triazaacenaphthylene-2-carboxamide